3-chloro-N-((2-(ethylcarbamoyl)-4-methylphenyl)carbamoyl)-5-(trifluoromethyl)picolinamide ClC=1C(=NC=C(C1)C(F)(F)F)C(=O)NC(NC1=C(C=C(C=C1)C)C(NCC)=O)=O